BrC=1C(=C2C(=NC1)NC(=N2)C2=CC=C(C=C2)N2CC(N(CC2)CCOC)=O)NC2CCN(CC2)C(C)C 4-[4-(6-Bromo-7-{[1-(1-methylethyl)piperidin-4-yl]amino}-3H-imidazo[4,5-b]pyridin-2-yl)phenyl]-1-(2-methoxyethyl)piperazin-2-one